FC=1C(=NC=CC1)SC=1C=2N(C=C(C1)C=1C(=NN(C1)C1CCC(CC1)O)C)N=CC2C#N 4-((3-fluoropyridin-2-yl)thio)-6-(1-((1s,4s)-4-hydroxycyclohexyl)-3-methyl-1H-pyrazol-4-yl)pyrazolo[1,5-a]pyridine-3-carbonitrile